2-(1-isopropyl-6-methyl-1H-benzo[d]imidazol-2-yl)-1-(4-methoxyphenyl)vinyl-4-methoxybenzoate C(C)(C)N1C(=NC2=C1C=C(C=C2)C)C=C(C2=CC=C(C=C2)OC)OC(C2=CC=C(C=C2)OC)=O